N=1C=NN2C1C=C(C=C2)OC2=C(C(=C(C=C2)NC=2C1=C(N=CN2)C=CC(=N1)N1CC(N(CC1)C(C#CC)=O)(C)C)F)C 1-(4-(4-((4-([1,2,4]triazolo[1,5-a]pyridin-7-yloxy)-2-fluoro-3-methylphenyl)amino)pyrido[3,2-d]pyrimidin-6-yl)-2,2-dimethylpiperazin-1-yl)but-2-yn-1-one